NC1=NN2C(C=C(C=C2)C=2C=C(C(=C(C(=O)NCCC(O)C3=CC=C(C=C3)Cl)C2)C)F)=N1 5-(2-amino-[1,2,4]triazolo[1,5-a]pyridin-7-yl)-N-(3-(4-chlorophenyl)-3-hydroxypropyl)-3-fluoro-2-methylbenzamide